C(C)(=O)OCC1(CCN(CC1)CC1=CC=C(C=C1)NC(C)=O)CCC1=CC=CC=C1 (1-(4-acetamidobenzyl)-4-phenethylpiperidin-4-yl)methyl acetate